(R)-6-(3-(4-Chlorobenzyl)azetidin-1-yl)-N-(2-(4-cyanothiazolidin-3-yl)-2-oxoethyl)quinoline-4-carboxamide ClC1=CC=C(CC2CN(C2)C=2C=C3C(=CC=NC3=CC2)C(=O)NCC(=O)N2CSC[C@H]2C#N)C=C1